2-(4-(4-(2-(2,4-dioxotetrahydropyrimidin-1(2H)-yl)benzyl)piperazin-1-yl)phenyl)-2H-indazole-7-carboxamide O=C1N(CCC(N1)=O)C1=C(CN2CCN(CC2)C2=CC=C(C=C2)N2N=C3C(=CC=CC3=C2)C(=O)N)C=CC=C1